ClC1=CC=C(C(=N1)C#N)O[C@H](C)C=1C=C(C=C2C(C(=C(OC12)C1=CC2=C(N=C(S2)CC)C=C1)C)=O)C 6-chloro-3-[(1R)-1-[2-(2-ethyl-1,3-benzothiazol-6-yl)-3,6-dimethyl-4-oxo-chromen-8-yl]ethoxy]pyridine-2-carbonitrile